7-chloro-2-(4-methoxybenzyl)-1-methyl-5-(pyridin-3-yl)-1,5-dihydro-4H-imidazo[4,5-c]quinolin-4-one ClC=1C=CC=2C3=C(C(N(C2C1)C=1C=NC=CC1)=O)N=C(N3C)CC3=CC=C(C=C3)OC